(S)-N-((R)-(3-chloro-2,4-difluorophenyl)(3-methyl-1-((S)-1,1,1-trifluoropropan-2-yl)azetidin-3-yl)methyl)-2-oxoimidazolidine-4-carboxamide ClC=1C(=C(C=CC1F)[C@H](NC(=O)[C@H]1NC(NC1)=O)C1(CN(C1)[C@H](C(F)(F)F)C)C)F